(4-(2-(3-chlorophenyl-amino)-4-(1,2,3,4-tetrahydroisoquinolin-7-ylamino)pyrimidin-5-yl)-1H-pyrazol-1-yl)ethanol ClC=1C=C(C=CC1)NC1=NC=C(C(=N1)NC1=CC=C2CCNCC2=C1)C=1C=NN(C1)C(C)O